C1CCN2CC(CCC12)NC=1OC=2C(=NC(=CC2)Cl)N1 N-(1,2,3,5,6,7,8,8a-Octahydroindolizin-6-yl)-5-chloro-oxazolo[4,5-b]pyridin-2-amine